methyl 2-[3-(2-{3-chloro-5-methylthieno[2,3-c]pyridazin-6-yl}ethynyl)-1,2-oxazol-5-yl]-3-methylbutanoate ClC1=CC2=C(N=N1)SC(=C2C)C#CC2=NOC(=C2)C(C(=O)OC)C(C)C